C(CCC\C=C/CC)OC(CCC(=O)OCCCCCCCN(CCCCCCCOC(CCC(OCCCC\C=C/CC)OCCCC\C=C/CC)=O)CCN(CCCCCCCC(=O)OCCCCCCCCC)CCCO)OCCCC\C=C/CC ((2-((3-hydroxypropyl)(8-(nonyloxy)-8-oxooctyl)amino)ethyl)azanediyl)bis(heptane-7,1-diyl) bis(4,4-bis(((Z)-oct-5-en-1-yl)oxy)butanoate)